2-isopropyl-1-oxo-1,2,3,4-tetrahydroisoquinoline-6-sulfonyl chloride C(C)(C)N1C(C2=CC=C(C=C2CC1)S(=O)(=O)Cl)=O